NC1=C(C=C(C=C1)OC)SCC(C(=O)O)(CC)CC 2-(((2-amino-5-methoxyphenyl)thio)methyl)-2-ethylbutanoic acid